1-((azetidin-3-ylmethyl)sulfonyl)-4-(5-(trifluoromethyl)pyridin-3-yl)piperazine N1CC(C1)CS(=O)(=O)N1CCN(CC1)C=1C=NC=C(C1)C(F)(F)F